BrC=1C(=NC(=NC1)NC1=CC=C2CCN(CC2=C1)C(=O)N1CCN(CC1)C)NC1=C(C(=O)NC)C=CC=C1 2-{5-Bromo-2-[2-(4-methyl-piperazine-1-carbonyl)-1,2,3,4-tetrahydro-isoquinolin-7-ylamino]-pyrimidin-4-ylamino}-N-methyl-benzamide